2-azabicyclo[2.2.1]heptene-3-carboxylic acid C12=NC(C(CC1)C2)C(=O)O